(S)-6-(1-methylcyclopropoxy)-N4-(2-phenylpropyl)pyrimidine-4,5-diamine CC1(CC1)OC1=C(C(=NC=N1)NC[C@@H](C)C1=CC=CC=C1)N